Tetrahydrouridine O=C1N[C@H](O)CCN1[C@@H]1O[C@H](CO)[C@@H](O)[C@H]1O